Cl.N1C[C@H](OCC1)CCC1=NNC(O1)=O (R)-5-(2-(morpholin-2-yl)ethyl)-1,3,4-oxadiazol-2(3H)-one hydrochloride